(S)-1-(4-((3-(3-fluoro-4-methoxyphenyl)imidazo[1,2-a]pyrazin-8-yl)amino)-2-methylbenzoyl)-N-(pyrrolidin-3-yl)piperidine-4-carboxamide hydrochloride Cl.FC=1C=C(C=CC1OC)C1=CN=C2N1C=CN=C2NC2=CC(=C(C(=O)N1CCC(CC1)C(=O)N[C@@H]1CNCC1)C=C2)C